(5-methyl-1,3,4-oxadiazol-2-yl)benzo[b]furan-4-yloxylpropan-2-ol monohydrochloride Cl.CC1=NN=C(O1)C(C(C)O)OC1=CC=CC=2OC=CC21